O=C1OC(CC1C1CC(C=CC1)C)=O 5-(2,5-dioxotetrahydro-3-furanyl)-3-methyl-cyclohexen